6-(3-chlorophenyl)pyrimidine-4-carboxylic acid ClC=1C=C(C=CC1)C1=CC(=NC=N1)C(=O)O